COCC1OC=2C(=NC=C(C2)NC(=O)C=2C=CC3=C(C=4N(CCO3)C=NC4)C2)OC1 N-(2-(Methoxymethyl)-2,3-dihydro-[1,4]dioxino[2,3-b]pyridin-7-yl)-5,6-dihydrobenzo[f]imidazo[1,5-d][1,4]oxazepine-10-carboxamide